2,3-bis(2-methoxy-6-methylanilino)-1,4-dichloroanthraquinone COC1=C(NC2=C(C=3C(C4=CC=CC=C4C(C3C(=C2NC2=C(C=CC=C2C)OC)Cl)=O)=O)Cl)C(=CC=C1)C